ClC=1C(=NC(=NC1)NC=1C=C(C=NC1)N1C(CCC1)=O)C1=CC(=CC=C1)C1CNCCC1 1-(5-((5-chloro-4-(3-(piperidin-3-yl)phenyl)pyrimidin-2-yl)amino)pyridin-3-yl)pyrrolidin-2-one